3-methyl-1-toluenesulfonyl-1,2-dihydroquinoline CC=1CN(C2=CC=CC=C2C1)S(=O)(=O)CC1=CC=CC=C1